(2-fluorobenzyl)(phenyl)selenium FC1=C(C[Se]C2=CC=CC=C2)C=CC=C1